(3aR,6aS)-5-(9-Methyl-2-((4-(pyridin-3-yl)-1-((2-(trimethylsilyl)ethoxy)methyl)-1H-imidazol-2-yl)ethynyl)-9H-purin-6-yl)hexahydro-1H-furo[3,4-c]pyrrole CN1C2=NC(=NC(=C2N=C1)N1C[C@@H]2[C@H](C1)COC2)C#CC=2N(C=C(N2)C=2C=NC=CC2)COCC[Si](C)(C)C